C(C)(C)(C)[Si](OC(C=O)(C)C)(C)C 2-{[tert-butyl-(dimethyl)silyl]oxy}-2-methylpropionaldehyde